ClC1=C(C=C2C=NN(C2=C1)C1=NC(=CC=C1)CC#N)C(=O)N[C@H]1[C@H]2CC[C@@H](C1)N2C#N 6-chloro-N-((1R,2R,4S)-7-cyano-7-azabicyclo[2.2.1]heptan-2-yl)-1-(6-(cyanomethyl)-2-pyridinyl)-1H-indazole-5-carboxamide